COC(=O)N1C(CC(C1)CC1=CC=C(C=C1)Cl)C(=O)O methoxy(carbonyl)-4-(4-chlorobenzyl)pyrrolidine-2-carboxylic acid